N-(2,6-dinitrobenzyloxy)carbonyl-aniline [N+](=O)([O-])C1=C(COC(=O)NC2=CC=CC=C2)C(=CC=C1)[N+](=O)[O-]